NC1(CC1)CN(S(=O)(=O)C)C1(CC1)C1=CC(=C(C=C1)F)C(F)(F)F N-((1-aminocyclopropyl)methyl)-N-(1-(4-fluoro-3-(trifluoromethyl)phenyl)cyclopropyl)methanesulfonamide